diisopropyl sebacate 2-ethylhexyl-palmitate C(C)C(COC(CCCCCCCCCCCCCCC)=O)CCCC.C(CCCCCCCCC(=O)OC(C)C)(=O)OC(C)C